COC(\C=C\C1=C(NC2=CC=CC=C12)C1=CC2=CC=CC=C2C=C1)=O (E)-3-(2-(naphthalen-2-yl)-1H-indol-3-yl)acrylic acid methyl ester